C1(CC1)C1=CN=C(N=N1)N[C@@H]1C[C@H](CC1)NC1=CC=C(C=N1)N1C=NC=CC1=O 3-(6-(((1S,3S)-3-((6-Cyclopropyl-1,2,4-triazin-3-yl)amino)cyclopentyl)amino)pyridin-3-yl)pyrimidin-4(3H)-one